COC(=O)C=1SC2=C(C1)C=CC(=C2)C(F)(F)F 6-(trifluoromethyl)benzothiophene-2-carboxylic acid methyl ester